tert-Butyl 4-[3-[[6-[[2-chloro-6-[3-(3,3-dicyclopropylpropoxy)pyrazol-1-yl]pyridine-3-carbonyl]sulfamoyl]-2-pyridyl]-methyl-amino]propyl]-2,2-dimethyl-pyrrolidine-1-carboxylate ClC1=NC(=CC=C1C(=O)NS(=O)(=O)C1=CC=CC(=N1)N(CCCC1CC(N(C1)C(=O)OC(C)(C)C)(C)C)C)N1N=C(C=C1)OCCC(C1CC1)C1CC1